FC(C(C(C(F)(F)F)(F)F)(F)F)(S(=O)(=O)[O-])F.C(C)[N+]=1N(C=CC1)C 1-Ethyl-2-methylpyrazolium perfluorobutanesulfonate